1,2-bis(diphenylphosphoryl)benzene C1(=CC=CC=C1)P(=O)(C1=CC=CC=C1)C1=C(C=CC=C1)P(=O)(C1=CC=CC=C1)C1=CC=CC=C1